(S)-5-nitroindoline-2-carboxylic acid methyl ester COC(=O)[C@H]1NC2=CC=C(C=C2C1)[N+](=O)[O-]